O(C1=CC=CC=C1)C1=C(C=CC=C1)SC1=CC=C(C=C1)C(F)(F)F (4-trifluoromethylphenyl) (2-phenoxyphenyl) sulfide